CC(C(=C)C)C1C(OC(C1)=O)=O 3-(1,2-dimethylallyl)tetrahydrofuran-2,5-dione